CN1CCNCCCN(CCNCCC1)C 1,8-Dimethyl-1,4,8,11-tetraazacyclotetradecane